COC1=CC=C(C=C1)C(/C=C/C(=O)O)=O (E)-4-(4-methoxyphenyl)-4-oxo-but-2-enoic acid